4-((3S,5R)-4-acryloyl-3,5-dimethylpiperazin-1-yl)-7-(3-amino-2,4,5,6-tetrafluorophenyl)-6-chloro-1-(2-isopropyl-4-methylpyridin-3-yl)-2-oxo-1,2-dihydro-1,8-naphthyridine-3-carbonitrile C(C=C)(=O)N1[C@H](CN(C[C@H]1C)C1=C(C(N(C2=NC(=C(C=C12)Cl)C1=C(C(=C(C(=C1F)F)F)N)F)C=1C(=NC=CC1C)C(C)C)=O)C#N)C